6-{4-[(4-{[4-(pentafluoro-λ6-sulfanyl)phenyl]Amino}piperidin-1-yl)sulfonyl]phenyl}-[1,2,4]triazolo[4,3-a]pyridine-3-carboxamide FS(C1=CC=C(C=C1)NC1CCN(CC1)S(=O)(=O)C1=CC=C(C=C1)C=1C=CC=2N(C1)C(=NN2)C(=O)N)(F)(F)(F)F